(±)-Trans-tert-butyl 3-((3-methylpyrazin-2-yl)oxy)cyclopentanecarboxylate CC=1C(=NC=CN1)O[C@@H]1C[C@H](CC1)C(=O)OC(C)(C)C |r|